tetra-cis-lycopene CC(=CCC/C(=C/C=C\C(=C/C=C/C(=C/C=C/C=C(/C=C/C=C(\C=C/C=C(/CCC=C(C)C)\C)/C)\C)/C)\C)/C)C